2-(4-Methoxyphenyl)-5-methoxy-2,3-dihydrobenzo[b]furan COC1=CC=C(C=C1)C1CC2=C(O1)C=CC(=C2)OC